7-(8-fluoronaphthalen-1-yl)-2-(2-(hexahydro-1H-pyrrolizin-7a-yl)ethyl)pyrido[4,3-d]pyrimidine FC=1C=CC=C2C=CC=C(C12)C1=CC=2N=C(N=CC2C=N1)CCC12CCCN2CCC1